ClC1=NC=C(C(=N1)C=1C=C2C(=C(C=NC2=C(C1)F)C(C)(C)O)C)F 2-(6-(2-chloro-5-fluoropyrimidin-4-yl)-8-fluoro-4-methylquinolin-3-yl)propan-2-ol